methyl-butyl-sodium phosphate P(=O)(O)(O)O.CC(CCC)[Na]